[Cl-].OC[C@H]1[NH2+]CC[C@@H]1C1=CC=C(C=C1)CCCCCCCC (2S,3R)-2-(hydroxymethyl)-3-(4-octylphenyl)Pyrrolidinium chloride